C(C)(C)(C)OC(=O)C=1C(=NN2C1N=C(C=C2)N(CC)CC2=C(C(=CC=C2O)F)Br)N 2-Amino-5-((2-bromo-3-fluoro-6-hydroxybenzyl)(ethyl)amino)pyrazolo[1,5-a]pyrimidine-3-carboxylic acid tert-butyl ester